CC1(CN(C(O1)=O)C1=NC2=C(OCC(N2COCC[Si](C)(C)C)=O)N=C1)CCNC(OC(C)(C)C)=O tert-Butyl N-[2-[5-methyl-2-oxo-3-[3-oxo-4-(2-trimethylsilylethoxymethyl)pyrazino[2,3-b][1,4]oxazin-6-yl]oxazolidin-5-yl]ethyl]carbamate